CC1=C(C=C(C=C1)N1CC2CCC(C1)N2C(=O)OC(C)(C)C)C(NC2(CC2)C2=C1C=CC(=NC1=CC(=C2)C2=CN=C(O2)C)C)=O tert-butyl 3-(4-methyl-3-((1-(2-methyl-7-(2-methyloxazol-5-yl)quinolin-5-yl)cyclopropyl)carbamoyl)phenyl)-3,8-diazabicyclo[3.2.1]octane-8-carboxylate